(S)-4-amino-N-(1-(2-chloro-4-(trifluoromethyl)phenyl)-2,2-difluoroethyl)-N-methylimidazo[1,5-a]quinoxaline-8-carboxamide NC=1C=2N(C3=CC(=CC=C3N1)C(=O)N(C)[C@H](C(F)F)C1=C(C=C(C=C1)C(F)(F)F)Cl)C=NC2